FC(S(=O)(=O)OC1=CC(=C2C(=N1)CCC2=O)C(F)(F)F)(F)F 5-Oxo-4-(trifluoromethyl)-6H,7H-cyclopenta[b]pyridin-2-yl trifluoromethanesulfonate